N[C@H](C=1N=C2N(N=C(C(=N2)N2CCOCC2)CC2C(NC[C@@H](C2)C(F)(F)F)=O)C1)C1CCC(CC1)C (5R)-3-((6-((S)-amino((1R,4S)-4-methylcyclohexyl)methyl)-3-morpholinoimidazo[1,2-b][1,2,4]triazin-2-yl)methyl)-5-(trifluoromethyl)piperidin-2-one